trans-4-((4-(2-Cyclopropyloxazol-4-yl)pyridin-2-yl)((4-(4-methoxy-3-methylphenyl)bicyclo[2.2.2]octan-1-yl)methyl)carbamoyl)cyclohexane-carboxylic acid C1(CC1)C=1OC=C(N1)C1=CC(=NC=C1)N(C(=O)[C@@H]1CC[C@H](CC1)C(=O)O)CC12CCC(CC1)(CC2)C2=CC(=C(C=C2)OC)C